C(CCCCC)OC(CCC(=O)OCCCCCCN(CCCCCC(=O)OCCCCCCCCCCC)CCO)OCCCCCC undecyl 6-((6-((4,4-bis(hexyloxy)butanoyl)oxy)hexyl)(2-hydroxyethyl)amino)hexanoate